O=C1NC(CCC1N1C(C2=CC=C(C=C2C1=O)CN1CCC(=CC1)C=1C2=C(N=CN1)SC=C2C2=CC=CC=C2)=O)=O 2-(2,6-dioxopiperidin-3-yl)-5-((4-(5-phenylthieno[2,3-d]pyrimidin-4-yl)-3,6-dihydropyridin-1(2H)-yl)methyl)isoindoline-1,3-dione